C(C)(C)(C)C1=CC=C(C(=O)NC=2C(=C(C=CC2)C2=CN(C(C(=N2)NC2=CC=C(C(=O)N3CCN(CC3)CCOCCOCC(=O)O)C=C2)=O)C)C)C=C1 2-[2-[2-[4-[4-[[6-[3-[(4-Tert-butylbenzoyl)amino]-2-methyl-phenyl]-4-methyl-3-oxo-pyrazin-2-yl]amino]benzoyl]piperazin-1-yl]ethoxy]ethoxy]acetic acid